CC=1N=C(C2=C(N1)C=C(S2)C=2CCN(CC2)C(=O)OC(C)(C)C)N[C@H](C)C2=CC(=CC=C2)C(F)(F)F tert-Butyl 4-[2-methyl-4-[[(1R)-1-[3-(trifluoromethyl)phenyl]ethyl]amino]thieno[3,2-d]pyrimidin-6-yl]-3,6-dihydro-2H-pyridine-1-carboxylate